3-bromo-5,6-dihydro-cyclopenta[b]pyridin-7-one BrC=1C=C2C(=NC1)C(CC2)=O